rac-(1S*,2S*)-N-(6-(((6-cyclopropyl-8-(3-methyl-2,4-dioxoimidazolidin-1-yl)imidazo[1,2-a]pyridin-2-yl)methyl)amino)pyrimidin-4-yl)-2-(4-methyl-pyridin-2-yl)cyclopropane-1-carboxamide C1(CC1)C=1C=C(C=2N(C1)C=C(N2)CNC2=CC(=NC=N2)NC(=O)[C@@H]2[C@H](C2)C2=NC=CC(=C2)C)N2C(N(C(C2)=O)C)=O |r|